8-hydroxy-3-methyl-3,4-dihydrotetraphene-1,7,12(2H)-trione OC1=C2C(C3=CC=C4CC(CC(C4=C3C(C2=CC=C1)=O)=O)C)=O